[N+](=O)([O-])C1=CC=C(C=C1)NC(=O)N1CC(CC1)C(=O)OC methyl 1-[(4-nitrophenyl)carbamoyl]pyrrolidine-3-carboxylate